Chlorosulfur Cl[S]